BrC=1C=C(C=C2C=C(NC12)C1=CCCNC1)C(=O)N1CC=2N(N=CC2C1)CC [7-bromo-2-(1,2,3,6-tetrahydropyridin-5-yl)-1H-indol-5-yl]-(1-ethyl-4,6-dihydropyrrolo[3,4-c]pyrazol-5-yl)methanone